3-(2-((2S)-2,4-dimethylpiperazin-1-yl)-5-nitrophenyl)propan-1-ol C[C@@H]1N(CCN(C1)C)C1=C(C=C(C=C1)[N+](=O)[O-])CCCO